C1(CC1)C=1C2=C(C(NC1)=O)N(C(=C2)CNC2(CCC2)C)COCC[Si](C)(C)C 4-cyclopropyl-2-[[(1-methylcyclobutyl)amino]methyl]-1-(2-trimethylsilylethoxymethyl)-6H-pyrrolo[2,3-c]pyridin-7-one